ClC1=NC2=CC=CC=C2C(=C1)CCl 2-chloro-4-(chloromethyl)quinoline